Thiazol-5-ylmethyl 5-(3-(4-carbamoylphenyl)-N-methylpyrazolo[1,5-a]pyridine-5-carboxamido)-2-chlorobenzoate C(N)(=O)C1=CC=C(C=C1)C=1C=NN2C1C=C(C=C2)C(=O)N(C)C=2C=CC(=C(C(=O)OCC1=CN=CS1)C2)Cl